ClC=1C2=C(N=CN1)N=C(C(=C2)C2(CC2)C#N)OC (4-chloro-7-methoxypyrido[2,3-d]pyrimidin-6-yl)cyclopropane-1-carbonitrile